COC(=O)C1(C(C2(C(CC1)\C=C\C1=CC=C(C=C1)OC)C(C=CC=1OCOCC12)=O)C1=CC=C(C=C1)OC)C(=O)O 2'-p-methoxyphenyl-6'-((E)-p-methoxystyryl)-6-oxo-6H-spiro(benzo[d][1,3]dioxin-5,1'-cyclohexane)-3',3'-dicarboxylic acid methyl ester